N1CCC(CC1)=C(C=1C=C2C=NN(C2=CC1)C)C=1C=C2C=NN(C2=CC1)C 5,5'-(piperidin-4-ylidenemethylene)bis(1-methyl-1H-indazole)